O1CCC2=C1C=CC=C2NC(/C=N/O)=O (E)-N-(2,3-dihydrobenzofuran-4-yl)-2-(hydroxyimino)acetamide